(+/-)-4-[3-[2-chloro-4-[(3-methyltetrahydrofuran-3-yl)methoxy]phenyl]-1,4-oxazepan-4-yl]-6-methyl-pyrimidin-2-amine ClC1=C(C=CC(=C1)OCC1(COCC1)C)C1COCCCN1C1=NC(=NC(=C1)C)N